Trisindoline C1=CC=C2C(=C1)C(=CN2)C3(C4=CC=CC=C4NC3=O)C5=CNC6=CC=CC=C65